n-eicosyl dodecyl ether C(CCCCCCCCCCC)OCCCCCCCCCCCCCCCCCCCC